2-(2,4-dichlorophenoxy)acetic acid ClC1=C(OCC(=O)O)C=CC(=C1)Cl